C(C=C)N1N(C2=NC(=NC=C2C1=O)NC1=CC(=CC=C1)C([2H])([2H])[2H])C1=NC(=CC=C1)OC1CCN(CC1)C 2-allyl-6-((3-(methyl-d3)phenyl)amino)-1-(6-((1-methylpiperidin-4-yl)oxy)pyridin-2-yl)-1,2-dihydro-3H-pyrazolo[3,4-d]pyrimidin-3-one